N-vinyl-3(E)-ethylidenepyrrolidone Ethyl-5-bromo-2-(2-{[(tert-butoxy)carbonyl]Amino}ethyl)-1,3-thiazole-4-carboxylate C(C)OC(=O)C=1N=C(SC1Br)CCNC(=O)OC(C)(C)C.C(=C)N1C(/C(/CC1)=C/C)=O